C(CCC)C(C(=O)[O-])(C(=O)[O-])CCCC.[Ca+2] calcium 2,2-dibutylmalonate